3-(5-[3-[4-(4-bromophenyl)piperidin-1-yl]propanoyl]-1-oxo-3H-isoindol-2-yl)piperidine-2,6-dione BrC1=CC=C(C=C1)C1CCN(CC1)CCC(=O)C=1C=C2CN(C(C2=CC1)=O)C1C(NC(CC1)=O)=O